4-methyl-2-(piperidin-4-yl)-N-(tetrahydro-2H-pyran-4-yl)benzo-[d]thiazole-6-carboxamide CC1=CC(=CC2=C1N=C(S2)C2CCNCC2)C(=O)NC2CCOCC2